Cl.C(C)(=O)C1=CC=C(C=C1)N1C(N2N(CC=C3C2C=2C=CC(=CC2OC3(C)C)N3CCNCC3)C1=O)=O 2-(4-acetylphenyl)-7,7-dimethyl-10-(piperazin-1-yl)-5,12b-dihydro-1H,7H-chromeno[4,3-c][1,2,4]triazolo[1,2-a]pyridazin-1,3(2H)-dione hydrochloride